C(C)(C)(C)C1=CC=C(CNCC2=CC=C(C=C2)C(C)(C)C)C=C1 N-(4-(tert-butyl)benzyl)-1-(4-(tert-butyl)phenyl)methylamine